CC(C([NH-])(C)C)([NH-])C tetramethylethylenediamide